tert-butyl 3-((5-(7-cyano-1H-indol-3-yl)-3-methylpyrazin-2-yl)oxy)pyrrolidine-1-carboxylate C(#N)C=1C=CC=C2C(=CNC12)C=1N=C(C(=NC1)OC1CN(CC1)C(=O)OC(C)(C)C)C